OC(COC=1C(=CC(=NC1)C)C1=CC=2N(C=C1)N=C(C2)NC2=CC(=C(C(=O)NC(C)C)C=C2)C)(C)C 4-[[5-[5-(2-hydroxy-2-methyl-propoxy)-2-methyl-4-pyridyl]pyrazolo[1,5-a]pyridin-2-yl]amino]-N-isopropyl-2-methyl-benzamide